6,7-dihydro-5H-pyrrolo[3,4-d]pyrimidin-4-amine N1=CN=C(C2=C1CNC2)N